C(C1=CC=CC=C1)C1=NOC(=N1)/C=C/C1=CC(=C(C(=C1)OC)O)OC (E)-4-(2-(3-benzyl-1,2,4-oxadiazol-5-yl)vinyl)-2,6-dimethoxyphenol